C(C)OC1=NC=CC=C1C1=NNC2=NC(=CC=C21)NC(=O)[C@H]2[C@H](C2)F (1S,2S)-N-[3-(2-ethoxypyridin-3-yl)-1H-pyrazolo[3,4-b]pyridin-6-yl]-2-fluorocyclopropane-1-carboxamide